C(C)(C)OC=1C=2N(C=CC1)C=C(N2)C2CCOCC2 8-isopropoxy-2-(tetrahydro-2H-pyran-4-yl)imidazo[1,2-a]pyridine